1-(4-(5-(difluoromethyl)-1,3,4-oxadiazole-2-yl)-2-fluorobenzyl)-5-(6-methoxypyridine-3-yl)-3-(1-methylpiperidine-4-yl)-1,3-dihydro-2H-benzo[d]imidazole-2-one FC(C1=NN=C(O1)C1=CC(=C(CN2C(N(C3=C2C=CC(=C3)C=3C=NC(=CC3)OC)C3CCN(CC3)C)=O)C=C1)F)F